C(C)N(C=1SC=C(N1)C1=NC(=CC(=N1)N)N)C=1C=C(C=CC1C)C1=CC=C(C=C1)S(=O)(=O)N1CCN(CC1)C 2-(2-(Ethyl(4-methyl-4'-((4-methylpiperazin-1-yl)sulfonyl)-[1,1'-biphenyl]-3-yl)amino)thiazol-4-yl)pyrimidine-4,6-di-amine